[Si](C)(C)(C(C)(C)C)OCC1(CN2C(O1)=CC=N2)C 2-{{(tert-butyldimethylsilyl)oxy}methyl}-2-methyl-2,3-dihydropyrazolo[5,1-b]oxazole